2-(((4-(4-(tert-butyl)phenyl)-1H-indazol-3-yl)amino)methyl)phenol C(C)(C)(C)C1=CC=C(C=C1)C1=C2C(=NNC2=CC=C1)NCC1=C(C=CC=C1)O